4-(6-(4-(pyridine-2-ylmethyl)piperazin-1-yl)pyridin-3-yl)pyrazolo[1,5-a]pyridine-3-carbonitrile N1=C(C=CC=C1)CN1CCN(CC1)C1=CC=C(C=N1)C=1C=2N(C=CC1)N=CC2C#N